2-(1H-benzo[d][1,2,3]triazol-1-yl)-N-ethyl-N,N-dimethylethan-1-aminium N1(N=NC2=C1C=CC=C2)CC[N+](C)(C)CC